4-fluoro-2-bromo-1-methoxybenzene FC1=CC(=C(C=C1)OC)Br